C(C)(C)(C)OC(C(C[C@H](C(=O)O)N1C(C=2C=C3C(=CC2C1=O)OC(O3)(C3=CC=CC=C3)C3=CC=CC=C3)=O)=O)=O (2R)-5-tert-butoxy-2-(5,7-dioxo-2,2-diphenyl-5,7-dihydro-2H,6H-[1,3]dioxolo[4,5-f]isoindol-6-yl)-4,5-dioxopentanoic acid